ClC1=CC=C(C(=O)NCCC2=CC=C(OC(C(=O)O)(C)C)C=C2)C=C1 2-(4-(2-(4-chloro-benzoylamino)-ethyl)phenoxy)-2-methyl-propanoic acid